1-ethyl-5-oxo-N-(4-((4-(piperidin-1-yl)phenyl)amino)benzyl)pyrrolidine-3-carboxamide C(C)N1CC(CC1=O)C(=O)NCC1=CC=C(C=C1)NC1=CC=C(C=C1)N1CCCCC1